1-(4-(2-(3-(4-(tert-Butyl)piperazin-1-yl)phenyl)-3-hydroxy-6-methylpyridin-4-yl)-2-chlorophenyl)-3-methyl-1H-imidazol-2(3H)-one C(C)(C)(C)N1CCN(CC1)C=1C=C(C=CC1)C1=NC(=CC(=C1O)C1=CC(=C(C=C1)N1C(N(C=C1)C)=O)Cl)C